ClC1=C(C#N)C(=CC=C1)N1C(C(C2=CC=C(C=C12)C1CCC(CC1)CO)(C)C)=O 2-chloro-6-(6-(4-(hydroxymethyl)cyclohexyl)-3,3-dimethyl-2-oxoindolin-1-yl)benzonitrile